(R)-tert-butyl 3-((S)-1-((S)-4-benzyl-2-oxooxazolidin-3-yl)-3-(3-bromo-5-fluorophenyl)-1-oxopropan-2-yl)pyrrolidine-1-carboxylate C(C1=CC=CC=C1)[C@@H]1N(C(OC1)=O)C([C@@H](CC1=CC(=CC(=C1)F)Br)[C@@H]1CN(CC1)C(=O)OC(C)(C)C)=O